(R)-2-amino-2-(naphthalen-1-yl)acetic acid N[C@@H](C(=O)O)C1=CC=CC2=CC=CC=C12